(2-Fluoro-4-(3-(1-methyl-1H-indazol-6-yl)-1,4-dihydrothieno[2',3':4,5]cyclopenta[1,2-c]pyrazol-6-yl)phenyl)(N-morpholinyl)methanone FC1=C(C=CC(=C1)C1=CC2=C(CC3=C2NN=C3C3=CC=C2C=NN(C2=C3)C)S1)C(=O)N1CCOCC1